2-(diethoxyphosphoryl)butanoic acid ethyl ester C(C)OC(C(CC)P(=O)(OCC)OCC)=O